CN1N=NC2=C1C=CC(=C2C)C(CC(=O)OCC)C=2C=C(C1=C(C=CS1)C2)CN2C[C@H](OC1=C(C2)N=C(C(=C1)O)F)CC Ethyl 3-(1,4-dimethyl-1H-benzotriazol-5-yl)-3-(7-{[(2R)-2-ethyl-7-fluoro-8-hydroxy-2,3-dihydropyrido[2,3-f][1,4]oxazepin-4(5H)-yl]methyl}-1-benzothiophen-5-yl)propanoate